(3R,5S)-5-(3-bromophenyl)-N-(3-chloro-4-fluorophenyl)-2-methyl-1,2,6-thiadiazinane-3-carboxamide 1,1-dioxide BrC=1C=C(C=CC1)[C@@H]1C[C@@H](N(S(N1)(=O)=O)C)C(=O)NC1=CC(=C(C=C1)F)Cl